methyl N-(3,5-difluorophenyl)sulfonylcarbamate FC=1C=C(C=C(C1)F)S(=O)(=O)NC(OC)=O